N1N=CC2=C1CC1C2C1 3b,4,4a,5-tetrahydro-1H-cyclopropa[3,4]cyclopenta[1,2-c]pyrazol